C1(CC1)CNC1=CC=C(C=C1)C=1C=2N(N=C(C1)C=1C(=NC(=NC1)OC)OC)C=CN2 N-(cyclopropylmethyl)-4-[6-(2,4-dimethoxypyrimidin-5-yl)imidazo[1,2-b]pyridazin-8-yl]aniline